Ethyl 2-(2,6-difluoro-4-((4-(4-(trifluoromethyl)benzyl)piperazin-1-yl)methyl)phenoxy)-2-methylpropanoate FC1=C(OC(C(=O)OCC)(C)C)C(=CC(=C1)CN1CCN(CC1)CC1=CC=C(C=C1)C(F)(F)F)F